3-acetyl-7-{[4-(4-fluoro-2-methylaminophenyl)pyrimidin-2-yl]amino}-4-morpholino-2H-benzopyran-2-one C(C)(=O)C=1C(OC2=C(C1N1CCOCC1)C=CC(=C2)NC2=NC=CC(=N2)C2=C(C=C(C=C2)F)NC)=O